C(C1=CC=CC=C1)OCC(=O)NC=1N=C2N(N=C(C=C2)C=2C=NC(=C(C(=O)NCC3=C(C=CC(=C3)OC(F)(F)F)F)C2)C)C1 5-(2-(2-(benzyloxy)acetamido)imidazo[1,2-b]pyridazin-6-yl)-N-(2-fluoro-5-(trifluoromethoxy)benzyl)-2-methylnicotinamide